3-CYANO-4-METHYL-7-AZAINDOLE-4-CARBALDEHYDE C(#N)C=1C=NC2=NC=CC(C12)(C=O)C